NC=1C=2N(C=C(N1)C1=C(C=C(C=C1)CO)F)C(=CN2)C=2C=C(C=CC2C)S(=O)(=O)N[C@@H]2CC[C@H](CC2)O 3-{8-Amino-6-[2-fluoro-4-(hydroxymethyl)phenyl]imidazo[1,2-a]pyrazin-3-yl}-N-(trans-4-hydroxycyclohexyl)-4-methylbenzenesulfonamide